5-[4-[[(5,6-dimethyl-2-pyridinyl)amino]methyl]-2-fluoro-6-hydroxy-phenyl]-1,1-dioxo-1,2,5-thiadiazolidin-3-one CC=1C=CC(=NC1C)NCC1=CC(=C(C(=C1)O)N1CC(NS1(=O)=O)=O)F